5-(2-chloro-3-fluoro-phenyl)-N-(4-cyano-2-fluoro-phenyl)-1H-pyrrole-3-sulfonamide ClC1=C(C=CC=C1F)C1=CC(=CN1)S(=O)(=O)NC1=C(C=C(C=C1)C#N)F